2-[({4-[7-(aminocarbonyl)-2H-indazol-2-yl]phenyl}amino)carbonyl]pyridinium trifluoroacetate FC(C(=O)[O-])(F)F.NC(=O)C1=CC=CC2=CN(N=C12)C1=CC=C(C=C1)NC(=O)C1=[NH+]C=CC=C1